N'-[(1E)-(5-bromo-2-hydroxyphenyl)methylidene]acetohydrazide BrC=1C=CC(=C(C1)\C=N\NC(C)=O)O